(2,2-difluoroethyl)-2-(4-(4-hydroxy-3-isopropylbenzyl)-3,5-dimethylphenoxy)acetamide FC(CC(C(=O)N)OC1=CC(=C(C(=C1)C)CC1=CC(=C(C=C1)O)C(C)C)C)F